3-(1-methyl-1H-benzo[d][1,2,3]triazol-6-yl)-N-(1-methylpiperidin-4-yl)-1H-pyrrolo[2,3-b]pyridine-5-carboxamide CN1N=NC2=C1C=C(C=C2)C2=CNC1=NC=C(C=C12)C(=O)NC1CCN(CC1)C